CC1=C(N)C=CC(=C1)C=1OC2=C(N1)C(=CC=C2)C 2-Methyl-4-(4-methylbenzo[d]oxazol-2-yl)aniline